OC=1C2=C(N=CN1)N(C(C(=C2)C2(CC2)OCC2=CC=C(C=C2)OC)=O)C 4-hydroxy-6-[1-[(4-methoxyphenyl)methoxy]cyclopropyl]-8-methyl-pyrido[2,3-d]pyrimidin-7-one